N-methyl-1-(1H-pyrazol-3-yl)methylamine CNCC1=NNC=C1